(S)-2-amino-3-(5-fluoro-1H-indazol-3-yl)propionic acid N[C@H](C(=O)O)CC1=NNC2=CC=C(C=C12)F